3-[4-[[3-[6-[8-(1,3-benzothiazol-2-ylcarbamoyl)-3,4-dihydro-1H-isoquinolin-2-yl]-2-tert-butoxycarbonyl-3-pyridyl]-2-methyl-phenoxy]methyl]phenyl]propanoic acid S1C(=NC2=C1C=CC=C2)NC(=O)C=2C=CC=C1CCN(CC21)C2=CC=C(C(=N2)C(=O)OC(C)(C)C)C=2C(=C(OCC1=CC=C(C=C1)CCC(=O)O)C=CC2)C